N1C=CC2=NC=3CC(CCC3C=C21)N 5,6,7,8-tetrahydro-1H-pyrrolo[3,2-b]quinolin-6-amine